CNC1CN(C1)C1=CC=2N(C=C1)C(=CN2)C2=CC(=NC=N2)N 6-{7-[3-(methylamino)azetidin-1-yl]imidazo[1,2-a]pyridin-3-yl}pyrimidin-4-amine